FC=1C=NC=CC1C1=CC=2C(N(CC(C2N1C(=O)OC(C)(C)C)CCN1CCOCC1)C(=O)OC(C)(C)C)=O 1,5-di-tert-butyl 2-(3-fluoropyridin-4-yl)-7-[2-(morpholin-4-yl)ethyl]-4-oxo-6H,7H-pyrrolo[3,2-c]pyridine-1,5-dicarboxylate